(4-Fluorophenyl)(2-{4-[6-(1-methyl-1H-pyrazol-4-yl)pyrazolo[1,5-a]pyrimidin-3-yl]piperazin-1-yl}pyrimidin-5-yl)methanone FC1=CC=C(C=C1)C(=O)C=1C=NC(=NC1)N1CCN(CC1)C=1C=NN2C1N=CC(=C2)C=2C=NN(C2)C